2'-chloro-N-(5-(5-chloro-6-(difluoromethyl)nicotinoyl)-5,6-dihydro-4H-pyrrolo[3,4-d]thiazol-2-yl)-5'-methoxy-6-methyl-[4,4'-bipyridine]-3-carboxamide ClC1=NC=C(C(=C1)C1=C(C=NC(=C1)C)C(=O)NC=1SC2=C(N1)CN(C2)C(C2=CN=C(C(=C2)Cl)C(F)F)=O)OC